OC1=C(C2=C(OCCO2)C=C1)N1CCNCC1 6-Hydroxy-5-(piperazin-1-yl)-2,3-dihydro-1,4-benzodioxine